ClC1=CC(=C(C=C1)C1(OC(C2=C(O1)C=CC=C2)C2CCN(CC2)CC2=NC1=C(N=C(S1)C(=O)OCC)N2C[C@H]2OCC2)C)F ethyl 5-((4-(2-(4-chloro-2-fluorophenyl)-2-methylbenzo[d][1,3]dioxan-4-yl) piperidin-1-yl) methyl)-4-(((S)-oxetan-2-yl) methyl)-4H-imidazo[4,5-d]thiazole-2-carboxylate